7-(4-(aminomethyl)phenyl)-5-methoxypyrido[3,4-d]pyridazin-4(3H)-one HCl Cl.NCC1=CC=C(C=C1)C1=CC2=C(C(NN=C2)=O)C(=N1)OC